Cholesteryl hydroxystearate CCCCCCC(CCCCCCCCCCC(=O)O[C@H]1CC[C@@]2([C@H]3CC[C@]4([C@H]([C@@H]3CC=C2C1)CC[C@@H]4[C@H](C)CCCC(C)C)C)C)O